N-[3-fluoro-4-[(6-chloro-1,7-naphthyridin-4-yl)oxy]phenyl]-1-(5-fluoropyridin-2-yl)-6-methyl-2-oxopyridine-3-carboxamide FC=1C=C(C=CC1OC1=CC=NC2=CN=C(C=C12)Cl)NC(=O)C=1C(N(C(=CC1)C)C1=NC=C(C=C1)F)=O